(S)-1-(4-(4-((2-fluoro-3-methyl-4-((1-methyl-1H-benzo[d][1,2,3]triazol-5-yl)oxy)phenyl)amino)pyrido[3,2-d]pyrimidin-6-yl)-2-methylpiperazin-1-yl)prop-2-en-1-one FC1=C(C=CC(=C1C)OC1=CC2=C(N(N=N2)C)C=C1)NC=1C2=C(N=CN1)C=CC(=N2)N2C[C@@H](N(CC2)C(C=C)=O)C